BrC=1C(=NC(=CN1)Cl)N 3-bromo-6-chloro-pyrazin-2-amine